C(#N)C=1C=C(C(=NC1C)N1CCC(CCC1)(F)F)C(=O)NC1=CC(=CC=C1)S(=O)(=O)C 5-cyano-2-(4,4-difluoroazepan-1-yl)-6-methyl-N-(3-methyl-sulfonylphenyl)pyridine-3-carboxamide